N-(1-(1H-indol-3-yl)hexane-2-yl)-2-(4-methylpiperazin-1-yl)thieno[2,3-d]pyrimidine-6-carboxamide N1C=C(C2=CC=CC=C12)CC(CCCC)NC(=O)C1=CC2=C(N=C(N=C2)N2CCN(CC2)C)S1